O=C1C=2N(CCN1)C=C(C2)C(=O)OC methyl 1-oxo-3,4-dihydro-2H-pyrrolo[1,2-a]pyrazine-7-carboxylate